1-(2-cyano-4-methyl-4-(piperidin-1-yl)pent-2-enoyl)piperidin-3-one C(#N)C(C(=O)N1CC(CCC1)=O)=CC(C)(N1CCCCC1)C